O=C1CC(N(CC1)C(=O)OC(C)(C)C)C(F)(F)F tert-butyl 4-oxo-2-(trifluoromethyl)piperidine-1-carboxylate